(1,1-dimethylethyl)-6-methylsulfanyl-1,3,5-triazine-2,4-diamine CC(C)(C)NC1=NC(=NC(=N1)N)SC